3-(2-sulfanylethylthio)-2-(2-sulfanylethylthio)propane-1-thiol SCCSCC(CS)SCCS